1-butyl-4-((trans-4-pentylcyclohexyl)methoxy)cyclohexane C(CCC)C1CCC(CC1)OC[C@@H]1CC[C@H](CC1)CCCCC